ClC1=NC(=NC(=C1C=S)Cl)C 4,6-dichloro-2-methylthiopyrimidin-5-carboxaldehyde